2-Methoxy-N-phenethyl-4-phenyl-1H-imidazole-1-carboxamide COC=1N(C=C(N1)C1=CC=CC=C1)C(=O)NCCC1=CC=CC=C1